O1COC2=C1C=CC(=C2)C2=NN(C1=C2C=NC=2C=CC=CC12)C1=CC=CC=C1 3-(1,3-Benzodioxol-5-yl)-1-phenyl-1H-pyrazolo[4,3-c]quinoline